C=1(C(=CC=CC1)C(=O)[O-])OC anisoleAt